NC=1C(=C(C(=O)OC)C=C(C1)Cl)C methyl 3-amino-5-chloro-2-methylbenzoate